Methyl-6-{1-[(4-fluorophenyl)amino]-1-oxopropan-2-yl}-3,4-dihydro-1,5-naphthyridin-1(2H)-carboxylat COC(=O)N1CCCC2=NC(=CC=C12)C(C(=O)NC1=CC=C(C=C1)F)C